S(N)(=O)(=O)C1=CC=C(C=C1)[C@H]1[C@@H](C1)C(N)=S (1R,2R)-2-(4-sulfamoylphenyl)cyclopropanecarbothioamide